6-chloro-N-(4-fluoro-5-(2-morpholinopyrimidin-4-yl)-2-((3S,5R)-3,4,5-trimethylpiperazin-1-yl)phenyl)-5-nitropyrimidin-4-amine ClC1=C(C(=NC=N1)NC1=C(C=C(C(=C1)C1=NC(=NC=C1)N1CCOCC1)F)N1C[C@@H](N([C@@H](C1)C)C)C)[N+](=O)[O-]